C(CC)[Sn](CCC)(CCC)N=[N+]=[N-] tri(n-propyl)tin azide